1-((6-Chloropyridazin-3-yl)oxy)-2-methylpropan-2-ol ClC1=CC=C(N=N1)OCC(C)(O)C